5-(4-cyclopropyl-1H-imidazol-1-yl)-N-(6-(5-ethyl-6,7-dihydro-5H-pyrrolo[2,1-c][1,2,4]triazol-3-yl)pyridin-2-yl)-2-fluoro-4-methylbenzamide C1(CC1)C=1N=CN(C1)C=1C(=CC(=C(C(=O)NC2=NC(=CC=C2)C=2N3C(=NN2)CCC3CC)C1)F)C